ClC1=C(C(=CC(=C1)N1CC2=CC=CC=C2CC1)C)NC(CC(C)(C)C)=O N-[2-chloro-4-(3,4-dihydro-1H-isoquinolin-2-yl)-6-methyl-phenyl]-3,3-dimethylbutanamide